(S)-2-amino-5-(2-chloro-4-(2-(3,5-difluorophenyl)-2-hydroxyacetamido)phenyl)-N-cyclopropylnicotinamide NC1=C(C(=O)NC2CC2)C=C(C=N1)C1=C(C=C(C=C1)NC([C@@H](O)C1=CC(=CC(=C1)F)F)=O)Cl